methyl (2E)-5-{6-[(3-methyloxetan-3-yl)sulfamoyl]-2,4-dioxo-1H-quinazolin-3-yl}pent-2-enoate CC1(COC1)NS(=O)(=O)C=1C=C2C(N(C(NC2=CC1)=O)CC/C=C/C(=O)OC)=O